(R)-N-(2-chloro-5-fluoro-4-(N-(1-(1-methylpiperidin-4-yl)ethyl)sulfamoyl)phenyl)-2-methylbenzamide ClC1=C(C=C(C(=C1)S(N[C@H](C)C1CCN(CC1)C)(=O)=O)F)NC(C1=C(C=CC=C1)C)=O